N1C(=NC=C1)C1=CC=2N(C=C1)C(=CN2)C2=CC=CC(=N2)N[C@H]2CN(C[C@@H]2F)C(=O)OC(C)(C)C (3S,4S)-tert-butyl 3-((6-(7-(1H-imidazol-2-yl)imidazo[1,2-a]pyridin-3-yl)pyridin-2-yl)amino)-4-fluoropyrrolidine-1-carboxylate